2-phenylpropylphosphine oxide C1(=CC=CC=C1)C(C[PH2]=O)C